BrC1=CC=2N(C(N(C(C2S1)=O)C=1C=NC=C(C1)OC(F)F)=O)CCC#N 3-[6-Bromo-3-[5-(difluoromethoxy)-3-pyridinyl]-2,4-dioxo-thieno[3,2-d]pyrimidin-1-yl]propionitrile